5-(5-(4,4,5,5-tetramethyl-1,3,2-dioxaborolan-2-yl)pyrimidin-2-yl)-2-oxa-5-azabicyclo[2.2.1]heptane CC1(OB(OC1(C)C)C=1C=NC(=NC1)N1C2COC(C1)C2)C